ClCl Molecular Chlorine